5-(6-bromo-3-fluoro-2-nitrophenyl)-2-oxo-4-phenyl-2H-pyran-6-carboxylic acid tert-butyl ester C(C)(C)(C)OC(=O)C1=C(C(=CC(O1)=O)C1=CC=CC=C1)C1=C(C(=CC=C1Br)F)[N+](=O)[O-]